FC=1C(=NC(=CC1)OC)C(=O)N1C2CN(C(C1)CC2)CC2=C(N=C1N2C=CC=C1)C=1C=NC(=CC1)C(C)C (3-fluoro-6-methoxypyridin-2-yl)(5-{[2-(6-isopropylpyridin-3-yl)imidazo[1,2-a]pyridin-3-yl]methyl}-2,5-diazabicyclo[2.2.2]oct-2-yl)methanone